(2S,3R)-L-allo-isoleucine N[C@@H]([C@H](C)CC)C(=O)O